BrC=1C=NN2C1N=C(N=C2NCC2=NN=C(N2)C2=CC=CC=C2)N2CCOCC2 8-bromo-2-(morpholin-4-yl)-N-[(5-phenyl-4H-1,2,4-triazol-3-yl)methyl]pyrazolo[1,5-a][1,3,5]triazin-4-amine